9,9-bis(4-(2-hydroxy-ethoxy)-3-methylphenyl)fluorene OCCOC1=C(C=C(C=C1)C1(C2=CC=CC=C2C=2C=CC=CC12)C1=CC(=C(C=C1)OCCO)C)C